C(C)(C)(C)OC(N[C@@H]1CN(CC[C@H]1F)C1=NC2=C(N1)C=C(C=C2F)F)=O ((3r,4r)-1-(4,6-difluoro-1H-benzoimidazol-2-yl)-4-fluoropiperidin-3-yl)carbamic acid tert-butyl ester